ClC=1C=CC2=C(C(=NC(C(N2)=O)O)C2=CC=CC=C2)C1 7-chloro-2,3-dihydro-3-hydroxy-5-phenyl-1H-1,4-benzodiazepine-2-one